hexahydro-2H-furo[2,3-b]pyrrol-2-one O1C(CC2C1NCC2)=O